[O-2].[Li+].[Sr+2] strontium lithium oxide